C(C)(C)(C)N(C(O)=O)C1CCC(CC1)CNC1=C(C=CC=C1)N.C(C)(C)(C)OC(=O)N(CC(=O)O)CCOCCOC N-(tert-butoxycarbonyl)-N-[2-(2-methoxyethoxy)ethyl]glycine tert-butyl-((1s,4s)-4-(((2-aminophenyl)amino)methyl)cyclohexyl)carbamate